(R)-9-(6-(4-amino-4-(1H-1,2,4-triazol-3-yl)butoxy)-2,3-dichlorobenzyl)-9H-purin-6-amin N[C@H](CCCOC1=CC=C(C(=C1CN1C2=NC=NC(=C2N=C1)N)Cl)Cl)C1=NNC=N1